1-Methyl 3-oxopentanoate O=C(CC(=O)OC)CC